OC1C(C(C2OC2C1O)C(=O)O)OC1OC(C(C(C1O)O)O)CO 4,5-dihydroxy-3-((3,4,5-trihydroxy-6-(hydroxymethyl)tetrahydro-2H-pyran-2-yl)oxy)-7-oxabicyclo[4.1.0]heptane-2-carboxylic acid